CC=1C=2N(C=CC1)N=C(C2)[C@@H]2N(CCC1=C2N=CN1)C1=NC=C(C=N1)C(F)(F)F (R)-4-(4-methylpyrazolo[1,5-a]pyridin-2-yl)-5-(5-(trifluoromethyl)pyrimidin-2-yl)-4,5,6,7-tetrahydro-1H-imidazo[4,5-c]pyridine